N,N-diethyl-6,7-dihydroxy-5-nitro-naphthalene-2-carboxamide C(C)N(C(=O)C1=CC2=CC(=C(C(=C2C=C1)[N+](=O)[O-])O)O)CC